tert-butyl 4-[4-(2,6-dioxo-3-piperidyl)piperazin-1-yl]piperidine-1-carboxylate O=C1NC(CCC1N1CCN(CC1)C1CCN(CC1)C(=O)OC(C)(C)C)=O